(1S,2R)-2-(((tert-butyldiphenylsilyl)oxy)methyl)cyclopropanecarbaldehyde [Si](C1=CC=CC=C1)(C1=CC=CC=C1)(C(C)(C)C)OC[C@H]1[C@H](C1)C=O